(4-{[4-(dimethylamino)piperidin-1-yl]methyl}-1,3-thiazol-2-yl)carbamic acid tert-butyl ester C(C)(C)(C)OC(NC=1SC=C(N1)CN1CCC(CC1)N(C)C)=O